CC=1C(=C(C=C(C1)C)C(=O)C1=CC=C(C=C1)O)O (4-hydroxyphenyl) (3,5-dimethyl-2-hydroxyphenyl) ketone